OC1=CC(=CC(=C1[C@H]1[C@@H](CCC(=C1)C)C(=C)C)OC(=O)NCC(=O)OCC)CCCCC ethyl ((((1'R,2'R)-6-hydroxy-5'-methyl-4-pentyl-2'-(prop-1-en-2-yl)-1',2',3',4'-tetrahydro-[1,1'-biphenyl]-2-yl)oxy)carbonyl)glycinate